tert-butyl N-[3-[[(2S)-3-(allyloxycarbonylamino)-2-hydroxy-propyl]amino]propyl]carbamate C(C=C)OC(=O)NC[C@H](CNCCCNC(OC(C)(C)C)=O)O